C1(=CC=CC=2C3=CC=CC=C3C3=CC=CC=C3C12)C=1C(=NC2=C(C1)SC1=C2C=CC=C1)C1=CC=CC=2C3=CC=CC=C3NC12 (triphenyleneyl)(carbazolyl)benzothienopyridine